O=C1C2=C(C(=NN1C1=CC=CC=C1)C(=O)OC)NC=C2 Methyl 4-oxo-5-phenyl-1H-pyrrolo[2,3-d]pyridazine-7-carboxylate